2-[({8-[(2-methylbiphenyl-3-yl)amino]-1,7-naphthyridin-3-yl}methyl)amino]ethanol tert-butyl-3-(4,4,5,5-tetramethyl-1,3,2-dioxaborolan-2-yl)-1H-pyrazole-1-carboxylate C(C)(C)(C)C=1C(=NN(C1)C(=O)OCCNCC=1C=NC2=C(N=CC=C2C1)NC=1C(=C(C=CC1)C1=CC=CC=C1)C)B1OC(C(O1)(C)C)(C)C